tert-butyl 3-((5-cyclopropyl-2-(methoxycarbonyl)thiophen-3-yl)oxy)azetidine-1-carboxylate C1(CC1)C1=CC(=C(S1)C(=O)OC)OC1CN(C1)C(=O)OC(C)(C)C